C(CCC)C=1OC=CC1 2-n-butyl-furane